N-[(1S)-5-[2-(2-aminopyridin-3-yl)-7-methanesulfonamido-5-(pyrazol-1-yl)imidazo[4,5-b]pyridin-3-yl]-2,3-dihydro-1H-inden-1-yl]-3-formyl-4-hydroxybenzamide NC1=NC=CC=C1C1=NC=2C(=NC(=CC2NS(=O)(=O)C)N2N=CC=C2)N1C=1C=C2CC[C@@H](C2=CC1)NC(C1=CC(=C(C=C1)O)C=O)=O